2-{2-[(1H-1,3-Benzodiazol-2-ylmethyl)amino]ethyl}-N-[(3-fluoropyridin-2-yl)methyl]-5-(prop-1-en-2-yl)-1,3-thiazol-4-carboxamide N1C(=NC2=C1C=CC=C2)CNCCC=2SC(=C(N2)C(=O)NCC2=NC=CC=C2F)C(=C)C